[Al+3].C1(=CC=C(C=C1)[O-])C1=CC=CC=C1.C[C@@H]1N(CCN(C1)CC(F)(F)F)C1CC(C1)C(=O)N.C1(=CC=C(C=C1)[O-])C1=CC=CC=C1.C1(=CC=C(C=C1)[O-])C1=CC=CC=C1 3-((S)-2-Methyl-4-(2,2,2-trifluoroethyl)piperazine-1-yl)cyclobutane-1-carboxamide (1,1'-biphenyl-4-olate) aluminum